[N+](=O)([O-])C=1C=CC=C(C#N)C1 5-nitrobenzonitrile